ClC=1C=C(C#N)C=C(C1)[C@H](CN1[C@@H](C[C@@H](C1)COC1=CC=C(C=C1)S(=O)(=O)C)C)O 3-chloro-5-[(1R)-1-hydroxy-2-[(2R,4s)-4-[(4-methylsulfonylphenoxy)methyl]-2-methylpyrrolidin-1-yl]ethyl]benzonitrile